(R)-1-(4-(4-((1-(3-(difluoromethyl)-2-fluorophenyl)ethyl)amino)-2,10-dimethyl-9,10-dihydro-8H-[1,4]oxazino[2,3-H]quinazolin-6-yl)-4-hydroxypiperidin-1-yl)ethanone FC(C=1C(=C(C=CC1)[C@@H](C)NC1=NC(=NC2=C3C(=C(C=C12)C1(CCN(CC1)C(C)=O)O)OCCN3C)C)F)F